tert-butyl 4-[4-(2H3)methyl-1,2,4-triazol-3-yl]piperidine-1-carboxylate C(N1C(=NN=C1)C1CCN(CC1)C(=O)OC(C)(C)C)([2H])([2H])[2H]